CC1=CCC2C(C1)C2(C)C (+-)-3-carene